FC=1C=C(C=C(C1)F)[C@@H]1CC=2N(C(NC2C)=S)C1 (S)-6-(3,5-difluorophenyl)-1-methyl-6,7-dihydro-2H-pyrrolo[1,2-c]imidazole-3(5H)-thione